C1(=CC=CC=C1)C=O 1-phenyl-methanone